N1(CCNCC1)CC1CCC(CC1)NC(OC(C)(C)C)=O tert-butyl N-[4-(piperazin-1-ylmethyl)cyclohexyl]carbamate